4-((tert-butyldimethylsilyloxy)butan-2-yl)-3-chloroisoquinoline [Si](C)(C)(C(C)(C)C)OCCC(C)C1=C(N=CC2=CC=CC=C12)Cl